2-[4-cyclopropyl-2,6-bis(propan-2-yl)phenyl]-N-{4-[(dimethylamino)-methyl]benzenesulfonyl}acetamide C1(CC1)C1=CC(=C(C(=C1)C(C)C)CC(=O)NS(=O)(=O)C1=CC=C(C=C1)CN(C)C)C(C)C